C(C)OC(=O)C1=CC=C(C=C1)C1=NC=CC2=C1C=CO2 4-[4-(ethoxycarbonyl)phenyl]furo[3,2-c]pyridine